Diethyl (3-(trifluoromethyl)benzyl)phosphonate FC(C=1C=C(CP(OCC)(OCC)=O)C=CC1)(F)F